C(N)(=O)C1=CC=C(OCC=2C3=C(SC2C(=O)OCC)C=C(C=C3)Cl)C=C1 Ethyl 3-((4-carbamoylphenoxy)methyl)-6-chlorobenzo[b]thiophene-2-carboxylate